(1S,5'Z,12'S)-6-CHLORO-12'-HYDROXY-9'-METHYL-10'-OXO-3,4-DIHYDRO-2H-SPIRO[NAPHTHALENE-1,19'-[17]OXA[1,9]DIAZATRICYCLO[11.7.2.016,21]DOCOSA[5,13,15,21]TETRAENE]-12'-CARBOXYLIC ACID ClC=1C=C2CCC[C@]3(COC4=CC=C5[C@@](CC(N(CC\C=C/CCCN(C3)C4=C5)C)=O)(C(=O)O)O)C2=CC1